BrCC(=O)C1=C(C(=CC(=C1)Cl)Br)O 2-bromo-1-(3-bromo-5-chloro-2-hydroxyphenyl)ethanone